C1=CC=CC2=CC3=CC=CC=C3C(=C12)CCC(=O)O 3-(anthracen-9-yl)propionic acid